CC1(CN(C1)CC(=O)NC=1C=C(C(=NC1)C)NC(=O)C=1C=NN2C1SC(=C2)C=2C=NN(C2)CC(=O)NC)C N-(5-(2-(3,3-dimethylazetidin-1-yl)acetamido)-2-methylpyridin-3-yl)-2-(1-(2-(methylamino)-2-oxoethyl)-1H-pyrazol-4-yl)pyrazolo[5,1-b]Thiazole-7-carboxamide